C(C=C)OC(=O)NCC1(CNC1)OCC(=O)O 2-[3-[(allyloxycarbonylamino)methyl]azetidin-3-yl]oxyacetic acid